diethanol ammonium [NH4+].C(C)O.C(C)O